OCCCCCCC1=CC=CC=2N(C(N(C21)C)=O)C2C(NC(CC2)=O)=O 3-(4-(6-hydroxyhexyl)-3-methyl-2-oxo-2,3-dihydro-1H-benzo[d]imidazol-1-yl)piperidine-2,6-dione